CCCCCCCCCCCCCCC(=O)OC[C@H](COP(=O)([O-])OCC[N+](C)(C)C)OC(=O)CCCCCCCCCCC/C=C\C/C=C\CCCCC 1-pentadecanoyl-2-(13Z,16Z-docosadienoyl)-glycero-3-phosphocholine